FCOC1CC(C1)(C1=NN=CN1C)C=1C=C(C=CC1)N1C(C2=CC(=CC(=C2C1)C(F)(F)F)CNC1(CCC1)C)=O 2-(3-((1s,3s)-3-(fluoromethoxy)-1-(4-methyl-4H-1,2,4-triazol-3-yl)cyclobutyl)-phenyl)-6-(((1-methylcyclobutyl)amino)methyl)-4-(trifluoromethyl)isoindolin-1-one